(1-Cyanocyclopropyl)-1-(2-methoxyethyl)-3-(5-methyl-1,3,4-thiadiazol-2-yl)-2-oxo-benzimidazole-5-sulfonamide C(#N)C1(CC1)C1=C(C=CC=2N(C(N(C21)C=2SC(=NN2)C)=O)CCOC)S(=O)(=O)N